5-chloro-N2-(4-((trans)-2,6-dimethyl-1,2,3,6-tetrahydro-pyridin-4-yl)-2-isopropoxy-5-methylphenyl)-N4-(2-(iso-propylsulfonyl)phenyl)pyrimidine-2,4-diamine ClC=1C(=NC(=NC1)NC1=C(C=C(C(=C1)C)C=1C[C@@H](N[C@H](C1)C)C)OC(C)C)NC1=C(C=CC=C1)S(=O)(=O)C(C)C